C1(=CC=C(C=C1)OCC)O Phenetylalcohol